C1(=CC=CC=C1)C1(CCCCC1)OO 1-Phenyl-cyclohexyl hydroperoxide